COC1=CC=C2C(NC=3N(C2=C1)N=NC3S(=O)(=O)C3=C(C=C(C=C3)OC)C)=O 8-methoxy-3-(4-methoxy-2-methyl-phenyl)sulfonyl-4H-triazolo[1,5-a]quinazolin-5-one